ClC1=C(C(=O)O)C=C(C(=N1)Cl)Cl 2,5,6-trichloro-nicotinic acid